IC1=C(C=CC(=C1)[N+](=O)[O-])N1CC(CCC1)NC(OC(C)(C)C)=O tert-butyl (1-(2-iodo-4-nitrophenyl)piperidin-3-yl)carbamate